1-ethyl-3,5-bis[(2,3,4-trimethoxyphenyl)methylene]piperidin-4-one C(C)N1CC(C(C(C1)=CC1=C(C(=C(C=C1)OC)OC)OC)=O)=CC1=C(C(=C(C=C1)OC)OC)OC